Cl.N1N=CC=C1C=1C=C(C=NC1)C(=O)N 5-(1H-pyrazol-5-yl)pyridine-3-carboxamide hydrochloride